CC1=C2C(=[N+](C(=C1)NC1=CC(=NC=C1)N[C@@H]1COCC1)[O-])C1(NC2=O)CCCCC1 (S)-4'-methyl-5'-oxo-2'-((2-((tetrahydrofuran-3-yl)amino)pyridin-4-yl)amino)-5',6'-dihydrospiro[cyclohexane-1,7'-pyrrolo[3,4-b]pyridine] 1'-oxide